ClC=1C=CC(=NC1)NC(C)C 5-Chloro-2-isopropylaminopyridin